2-cyclopropylthiazole-5-sulfonamide C1(CC1)C=1SC(=CN1)S(=O)(=O)N